FC=1C(=NC(=NC1)OCC1=CC=C(C=C1)F)N 5-fluoro-2-(4-fluorophenylmethoxy)pyrimidin-4-amine